5-amino-8-(2,6-dimethyl-4-pyridinyl)-2-[(2-methyltriazol-4-yl)methyl]-7-phenyl-[1,2,4]triazolo[4,3-c]pyrimidin-3-one NC1=NC(=C(C=2N1C(N(N2)CC2=NN(N=C2)C)=O)C2=CC(=NC(=C2)C)C)C2=CC=CC=C2